FC1=CC=C(C=C1)C1=CC=2C(=NC=C(C2)C=2C=C(SC2)C(=O)NCCN2CCOCC2)N1 4-(2-(4-fluorophenyl)-1H-pyrrolo-[2,3-b]pyridin-5-yl)-N-(2-morpholinoethyl)thiophene-2-carboxamide